CC=1N=CC(=NC1C1=CC=CC=2N(C=NC21)C)C(=O)[O-] 5-methyl-6-(1-methylbenzimidazol-4-yl)pyrazine-2-carboxylate